6-[(3R)-3-(dimethylamino)pyrrolidin-1-yl]-2-methylpyrido[3,4-d]pyrimidin-4-ol CN([C@H]1CN(CC1)C1=CC2=C(N=C(N=C2O)C)C=N1)C